tert-Butyl ((1R)-2-((4-(tert-butyl)-3-chlorophenyl)amino)-2-oxo-1-(tetrahydro-2H-pyran-4-yl)ethyl)carbamate C(C)(C)(C)C1=C(C=C(C=C1)NC([C@@H](C1CCOCC1)NC(OC(C)(C)C)=O)=O)Cl